IC=1C(=C(C(=C(C1)O)I)I)I.BrC1C(C(C(C(=O)[O-])(C=C1)Br)(C(=O)[O-])Br)(S(=O)(=O)O)Br.[Li+].[Li+] lithium tetrabromosulfophthalate tetraiodophenol salt